C(C)C1(OC2=CC=C(C=C2C(C1)=O)C1=NC(=NO1)C1=C(C=NC=C1)F)CC 2,2-diethyl-6-(3-(3-fluoropyridin-4-yl)-1,2,4-oxadiazol-5-yl)chroman-4-one